4-((18-Chloro-3,6,9,12-tetraoxaoctadecyl)oxy)-5-methoxy-2-nitrobenzyl (3-(4-((2,4-diaminopyrimidin-5-yl)methyl)-2,6-dimethoxyphenoxy) propyl)carbamate NC1=NC=C(C(=N1)N)CC1=CC(=C(OCCCNC(OCC2=C(C=C(C(=C2)OC)OCCOCCOCCOCCOCCCCCCCl)[N+](=O)[O-])=O)C(=C1)OC)OC